N-[(5-Methylpyrazin-2-yl)methyl]-3-(5-methyl-1,3-thiazol-2-yl)-5-(tetrahydro-2H-pyran-4-ylmethoxy)benzamide CC=1N=CC(=NC1)CNC(C1=CC(=CC(=C1)OCC1CCOCC1)C=1SC(=CN1)C)=O